BrC1=NC=CC=C1CCCOC1OCCCC1 2-Bromo-3-[3-(3,4,5,6-tetrahydro-2H-pyran-2-yloxy)propyl]pyridine